C1(CCCCC1)P(C1(C(=C(C=CC1)OC)C1=CC=CC=C1)OC)C1CCCCC1 2-Dicyclohexylphosphino-2,6-Dimethoxy-1,1-Biphenyl